cyano-aminothiophene C(#N)C1=C(SC=C1)N